N[C@@H]1CN(CC1)C1=C(C=NC=C1C1=NC2=C(N1)C(=CC=C2F)F)C=2C=C(C#N)C=C(C2)F 3-{4-[(3S)-3-aminopyrrolidin-1-yl]-5-(4,7-difluoro-1H-1,3-benzodiazol-2-yl)pyridin-3-yl}-5-fluorobenzonitrile